FC(CC=1C2=C(S(C1)(=O)=O)C(=CC=C2)N[C@H]2[C@H](CN(CC2)C)F)F 3-(2,2-difluoroethyl)-7-(((3S,4R)-3-fluoro-1-methylpiperidin-4-yl)amino)-1,1-dioxidobenzo[b]thiophen